2-(5-bromo-2-chloro-pyrimidin-4-ylamino)-N-methyl-benzamide BrC=1C(=NC(=NC1)Cl)NC1=C(C(=O)NC)C=CC=C1